C(C)(C)(C)OC(=O)CCCCC(=O)NC1=C2CN(C(C2=CC=C1)=O)C1C(NC(CC1)=O)=O.C(=O)=C(C(=O)[SiH](OC1=CC(=C(C=C1)C#N)C#N)OC1=CC(=C(C=C1)C#N)C#N)CC=C=O dicarbonyl-butyryl-bis(3,4-dicyanophenoxy)silane tert-Butyl(5-((2-(2,6-piperidinedione-3-yl)-1-oxoisoindolin-4-yl)amino)-5-oxopentyl)formate